ClC=1C(=CC(=C(C1)C1=C(C=C2C(=NC(N3C2=C1SC[C@@H](C3)OCCOC)=O)N3C[C@@H](N[C@@H](C3)C)C)C(F)(F)F)F)F (3R)-11-(5-chloro-2,4-difluorophenyl)-8-((3S,5R)-3,5-dimethylpiperazin-1-yl)-3-(2-methoxyethoxy)-10-(trifluoromethyl)-3,4-dihydro-2H,6H-[1,4]thiazepino[2,3,4-ij]quinazolin-6-one